benzyl ((S)-1-((3R,5'S)-5-bromo-5'-(hydroxymethyl)-2-oxospiro[indoline-3,3'-pyrrolidin]-1'-yl)-4-methyl-1-oxopentan-2-yl)(methyl)carbamate BrC=1C=C2C(=CC1)NC([C@@]21CN([C@@H](C1)CO)C([C@H](CC(C)C)N(C(OCC1=CC=CC=C1)=O)C)=O)=O